C1(CC1)C1=NC=NC(=C1C1=NC=C(C(=N1)OCC1=CC=C(C=C1)C=1N(C=C(N1)C(F)(F)F)C1CN(C1)C)C)OC 2-(4-cyclopropyl-6-methoxy-pyrimidin-5-yl)-5-methyl-4-[[4-[1-(1-methylazetidin-3-yl)-4-(trifluoromethyl)imidazol-2-yl]phenyl]methoxy]pyrimidine